tert-butyl (3S)-3-[4-[3-chloro-2-fluoro-4-[[(2R)-tetrahydropyran-2-yl]methoxy]anilino]-pyrido[3,2-d]pyrimidin-6-yl]oxypyrrolidine-1-carboxylate ClC=1C(=C(NC=2C3=C(N=CN2)C=CC(=N3)O[C@@H]3CN(CC3)C(=O)OC(C)(C)C)C=CC1OC[C@@H]1OCCCC1)F